3-Z-hexenyl hexanoate C(CCCCC)(=O)OC=CCCCC